((4S)-2-oxo-4-phenyl-(1,3-oxazolidin-3-yl))-1-(4-fluorophenyl)pentane-1,5-dione O=C1C(C=CC=C1)[C@@H]1N(COC1)C(C(=O)C1=CC=C(C=C1)F)CCC=O